ClC=1C=C(CN2C[C@@H](N(C[C@H]2C)C=2C=3N=C(N(C3N3C(N2)=NN=C3)C[C@H]3OCCC3)C)C)C=CC1Cl 4-((2S,5R)-4-(3,4-dichlorobenzyl)-2,5-dimethylpiperazin-1-yl)-2-methyl-1-(((S)-tetrahydrofuran-2-yl)methyl)-1H-[1,2,4]triazolo[3,4-b]purine